5-chloro-N-[3-[([4-cyano-1H-pyrazolo[3,4-b]pyridin-5-yl]oxy)methyl]-2,4-difluorophenyl]-2-methoxypyridine-3-sulfonamide ClC=1C=C(C(=NC1)OC)S(=O)(=O)NC1=C(C(=C(C=C1)F)COC=1C(=C2C(=NC1)NN=C2)C#N)F